C(C)C(CC)C1=CC(=CC=C1)C(CC)CC 2,6-bis(1-ethylpropyl)benzene